CC1(OB(OC1(C)C)C1C(N(CCC1)NC(=O)OC(C)(C)C)=O)C 4,4,5,5-tetramethyl-1,3,2-dioxaborolan-2-yl-N-Bocaminopiperidinone